(2-Carboxymethoxy-ethoxy)acetic acid C(=O)(O)COCCOCC(=O)O